8-chloro-2-(1-{6,6-difluorospiro[3.3]heptan-2-yl}-1H-pyrazol-4-yl)-7-[(2-methyl-1H-1,3-benzodiazol-6-yl)oxy]quinoxaline ClC=1C(=CC=C2N=CC(=NC12)C=1C=NN(C1)C1CC2(C1)CC(C2)(F)F)OC=2C=CC1=C(NC(=N1)C)C2